ethyl 7-(1-(tert-butoxycarbonyl) piperidin-4-yl)-1H-pyrrolo[2,3-c]pyridine-2-carboxylate C(C)(C)(C)OC(=O)N1CCC(CC1)C=1N=CC=C2C1NC(=C2)C(=O)OCC